C(C=C)(=O)N1C[C@@H](N(CC1)C=1C2=C(N(C(N1)=O)C1=C(C=CC=C1S(=O)(=O)C)C(C)C)N=C(C(=C2)F)C=2C(=C(C#N)C=CC2)Cl)C (S)-3-(4-(4-acryloyl-2-methylpiperazin-1-yl)-6-fluoro-1-(2-isopropyl-6-(methylsulfonyl)phenyl)-2-oxo-1,2-dihydropyridino[2,3-d]pyrimidin-7-yl)-2-chlorobenzonitrile